C1(=CC=CC=C1)COC(=O)C1=CC2=C(S1)C=CC(=C2)I 5-iodobenzo[b]thiophene-2-carboxylic acid phenylmethyl ester